FC=1C=C(C=CC1OC1=CC=NC2=CC(=CN=C12)OC)NC(=O)C=1C(N(C=CC1C)C1=C(C=C(C=C1)F)C)=O N-[3-fluoro-4-[(7-methoxy-1,5-naphthyridin-4-yl)oxy]phenyl]-1-(4-fluoro-2-methylphenyl)-4-methyl-2-oxopyridine-3-carboxamide